C(C)C(CN(C(SSC(N(CC(CCCC)CC)CC(CCCC)CC)=S)=S)CC(CCCC)CC)CCCC tetrakis(2-ethylhexyl)thiuram disulphide